5-(((S)-1-(3-oxo-3-((R)-3-(trifluoromethyl)-6a,7,9,10-tetrahydro-8H-Pyrazino[1,2-a][1,8]naphthyridin-8-yl)propoxy)prop-2-yl)amino)-4-(trifluoromethyl)pyridazine O=C(CCOC[C@H](C)NC=1C(=CN=NC1)C(F)(F)F)N1C[C@@H]2N(C=3N=CC(=CC3C=C2)C(F)(F)F)CC1